2-fluoro-5-nitroquinoline FC1=NC2=CC=CC(=C2C=C1)[N+](=O)[O-]